C(C)(C)(C)C1=NN=C(O1)C(=O)N1[C@@H](C2=C(CC1)NC=N2)C2=NN1C(C(=CC=C1)Cl)=C2 (S)-(5-(tert-butyl)-1,3,4-oxadiazol-2-yl)(4-(4-chloropyrazolo[1,5-a]pyridin-2-yl)-6,7-dihydro-1H-imidazo[4,5-c]pyridin-5(4H)-yl)methanone